NC1=NC=C(C=C1OC=1C=C(C=CC1)NC(C1=CC(=CC=C1)S(=O)(=O)C)=O)Cl N-(3-((2-amino-5-chloropyridin-3-yl)oxy)phenyl)-3-(methylsulfonyl)benzamide